2-(3-bromophenyl)propan-2-amine hydrochloride Cl.BrC=1C=C(C=CC1)C(C)(C)N